5-bromo-1-(difluoromethyl)-1H-indazol BrC=1C=C2C=NN(C2=CC1)C(F)F